N[C@@H](C1CCN(CC1)C(=O)N)C1=C(C=C(C(=C1)Cl)Cl)O 4-[(S)-amino(4,5-dichloro-2-hydroxyphenyl)methyl]piperidine-1-carboxamide